NC1=CC=C(C(=O)NC2=C(C=C(C=C2)N)NC(=O)OC(C)(C)C)C=C1 4-amino-N-(2-tert-butoxycarbonylamino-4-aminophenyl)benzamide